tert-butyl (S)-3-(3-amino-5-(3-(pyridin-4-yl)phenyl)thiophene-2-carboxamido)piperidine-1-carboxylate NC1=C(SC(=C1)C1=CC(=CC=C1)C1=CC=NC=C1)C(=O)N[C@@H]1CN(CCC1)C(=O)OC(C)(C)C